Hexyl 2-hydroxybenzoate OC1=C(C(=O)OCCCCCC)C=CC=C1